2-fluoro-2-(1-(5-(trifluoromethyl)pyrimidin-2-yl)piperidin-4-ylidene)acetic Acid FC(C(=O)O)=C1CCN(CC1)C1=NC=C(C=N1)C(F)(F)F